3-chloro-6-((4-methyl-1-(p-tolyl)-1H-1,2,3-triazol-5-yl)methoxy)pyridazine ClC=1N=NC(=CC1)OCC1=C(N=NN1C1=CC=C(C=C1)C)C